4-{7-[(2-methoxyethyl)amino]-[1,2,4]triazolo[1,5-a]pyridin-5-yl}benzonitrile COCCNC1=CC=2N(C(=C1)C1=CC=C(C#N)C=C1)N=CN2